tert-butyl 4-(7-(benzyloxy)-6-methoxyquinazolin-4-yl)-1,4-diazepan-1-carboxylate C(C1=CC=CC=C1)OC1=C(C=C2C(=NC=NC2=C1)N1CCN(CCC1)C(=O)OC(C)(C)C)OC